ClC=1C=CC2=C(C[C@H](CC=3N2C(=NN3)[C@@H]3CC[C@H](CC3)OC3=NC=CC=C3)N(C)C)C1 (5R)-8-Chloro-N,N-dimethyl-1-[trans-4-(pyridin-2-yloxy)cyclohexyl]-5,6-dihydro-4H-[1,2,4]triazolo[4,3-a][1]benzazepin-5-amin